CC=1C(=C(C(=CC1)C)O)C1=CC=C2C(=N1)N=C(O2)N[C@H]2CN(CCC2)C 3,6-Dimethyl-2-[2-[[(3R)-1-methyl-3-piperidyl]amino]oxazolo[4,5-b]pyridin-5-yl]phenol